1,3-propanediol ditosylate S(=O)(=O)(C1=CC=C(C)C=C1)OCCCOS(=O)(=O)C1=CC=C(C)C=C1